Chlorophenoxybutyric acid ClC(C(=O)O)(CC)OC1=CC=CC=C1